1-((2-(allyloxy)-3,4-difluorophenyl)(5-methylthiophen-2-yl)methyl)-5-(benzyloxy)-3-(1-vinylcyclobutyl)-2,3-dihydro-1H-pyrido[2,1-f][1,2,4]Triazine-4,6-dione C(C=C)OC1=C(C=CC(=C1F)F)C(N1N2C(C(N(C1)C1(CCC1)C=C)=O)=C(C(C=C2)=O)OCC2=CC=CC=C2)C=2SC(=CC2)C